[Br-].C(CCCCCCCCCCCCCCCC)[N+](CCOC1=CC=CC=C1)(C)C Heptadecyl-dimethyl-2-phenoxyethylammonium bromide